C1(CC1)C(C(C(F)(F)F)(F)F)NC(=O)C1=CN(C2=NC(=C(C=C2C1=O)F)N1C[C@H]([C@@H](C1)O)O)C1=C(C=C(C=C1F)F)F N-[1-cyclopropyl-2,2,3,3,3-pentafluoropropyl]-7-[(3R,4R)-3,4-dihydroxypyrrolidin-1-yl]-6-fluoro-4-oxo-1-(2,4,6-trifluorophenyl)-1,4-dihydro-1,8-naphthyridine-3-carboxamide